(3aR,6R,6aR)-6-(3-methoxyphenyl)-2,2-dimethyl-tetrahydrocyclopenta[d][1,3]dioxol-4-one COC=1C=C(C=CC1)[C@H]1CC([C@H]2[C@@H]1OC(O2)(C)C)=O